COC=1C(=NN(C1NCC1=CC=C(C=C1)C(N)=N)C(=O)C1=COC=C1C)C1N(CCNC1C(F)(F)F)C(CN1CCOCC1)=O 4-({[4-methoxy-1-(4-methylfuran-3-carbonyl)-3-{1-[2-(morpholin-4-yl)acetyl]-3-(trifluoromethyl)piperazin-2-yl}-1H-pyrazol-5-yl]amino}methyl)benzene-1-carboximidamide